4-((3-chloro-1,4-diphenoxy-1,4-dihydronaphthalen-2-ylamino)methyl)-N-(1H-indol-4-yl)benzamide ClC1=C(C(C2=CC=CC=C2C1OC1=CC=CC=C1)OC1=CC=CC=C1)NCC1=CC=C(C(=O)NC2=C3C=CNC3=CC=C2)C=C1